C1(=CC=CC=C1)C1=CC(=NC=C1)N1C(C2=CC=C(C=C2C1=O)C=1N=NNC1)=O 2-(4-Phenylpyridin-2-yl)-5-(1H-[1,2,3]triazol-4-yl)-isoindole-1,3-dione